C(#N)C=1C=C(CSC=2NC(C(=C(N2)C=2SC=CC2)C#N)=O)C=CC1 2-(3-Cyano-benzylsulfanyl)-6-oxo-4-thiophen-2-yl-1,6-dihydro-pyrimidine-5-carbonitrile